ClC=1C=C(CC=2C=CC(=NC2)C=2N=C3N(C=C(C=C3)C(=O)N)C2)C=CC1 (5-(3-chlorobenzyl)pyridin-2-yl)imidazo[1,2-a]pyridine-6-carboxamide